tetrabutylammonium bromide chloride [Cl-].[Br-].C(CCC)[N+](CCCC)(CCCC)CCCC.C(CCC)[N+](CCCC)(CCCC)CCCC